COCOC1=C(C=CC=C1)[C@H]1[C@H](C[C@]2(CCCN12)C(=O)OC(C)(C)C)C(=O)OC 7a-(tert-butyl) 2-methyl (2S,3R,7aR)-3-(2-(methoxymethoxy) phenyl)tetrahydro-1H-pyrrolizine-2,7a(5H)-dicarboxylate